tert-butyl (S)-4-(cyanomethyl)-1,2,3-oxathiazolidine-3-carboxylate 2,2-dioxide C(#N)C[C@@H]1N(S(OC1)(=O)=O)C(=O)OC(C)(C)C